N2-tert-butyl-6-cyclopropyl-7-(2-fluorophenyl)-3,4-dihydropyrrolo[1,2-a]pyrazine-2,8(1H)-dicarboxamide C(C)(C)(C)NC(=O)N1CC=2N(CC1)C(=C(C2C(=O)N)C2=C(C=CC=C2)F)C2CC2